BrC=1C=C(C(=C(C1)CN(C(OC(C)(C)C)=O)C(CO)COC)O)Cl tert-butyl N-[(5-bromo-3-chloro-2-hydroxyphenyl)methyl]-N-(1-hydroxy-3-methoxypropan-2-yl)carbamate